FC1=C2C(NC(=NC2=CC(=C1)OCC1CCN(CC1)CC1CC(C1)OC1=CC=C(C=C1)NC(OC(C)(C)C)=O)CSC1CCOCC1)=O tert-butyl N-{4-[3-({4-[({5-fluoro-2-[(oxan-4-ylsulfanyl)methyl]-4-oxo-3H-quinazolin-7-yl}oxy)methyl]piperidin-1-yl}methyl)cyclobutoxy]phenyl}carbamate